ClC1=CC=C(C=C1)C1=NN(C[C@H]1C1=CC=CC=C1)/C(/NC[C@@H](CS(N)(=O)=O)C)=N/S(=O)(=O)C1=CC=C(C=C1)Cl (R,E)-3-(4-chlorophenyl)-N'-((4-chlorophenyl)sulfonyl)-N-((S)-2-methyl-3-sulfamoylpropyl)-4-phenyl-4,5-dihydro-1H-pyrazole-1-carboximidamide